(5-((2-fluorobenzyl)oxy)pyridin-2-yl)methanamine Hydrochloride Cl.FC1=C(COC=2C=CC(=NC2)CN)C=CC=C1